N[C@H]1CN(CCC1)C1=C2C(=NC=C1)N(C(=N2)C2=CC(=C(C#N)C=C2)F)C2=C(C=C(C=C2)N2CC1C(C2)COC1)F 4-(7-((R)-3-aminopiperidine-1-yl)-3-(2-fluoro-4-(tetrahydro-1H-furo[3,4-c]pyrrole-5(3H)-yl)phenyl)-3H-imidazo[4,5-b]pyridine-2-yl)-2-fluorobenzonitrile